2-(thiophen-2-yl)thiazole S1C(=CC=C1)C=1SC=CN1